CC1=CC(=C2C=CN(C2=C1)C1CCNCC1)N1CNCC=C1 1-(6-Methyl-1-(piperidin-4-yl)-1H-indol-4-yl)dihydropyrimidine